triethyl-ammonium formate C(=O)[O-].C(C)[NH+](CC)CC